tert-butyl (1-oxo-1-(2,4,5-trifluorophenyl)pent-4-yn-2-yl)carbamate O=C(C(CC#C)NC(OC(C)(C)C)=O)C1=C(C=C(C(=C1)F)F)F